2-amino-N-(methyl-d3)butyramide NC(C(=O)NC([2H])([2H])[2H])CC